4-hydroxy-6-(2-methoxyethoxy)-2-oxo-1,2-dihydro-1,7-naphthyridine-3-carbonitrile OC1=C(C(NC2=CN=C(C=C12)OCCOC)=O)C#N